FC(COC=1C(=NNC1)C(=O)N)(C(F)(F)F)F (2,2,3,3,3-pentafluoropropoxy)pyrazole-3-carboxamide